(4S,5R)-3-[(2S)-2-({[(9H-fluoren-9-yl)methoxy]carbonyl}amino)-3-phenylpropanoyl]-2,2,5-trimethyl-1,3-oxazolidine-4-carboxylic acid C1=CC=CC=2C3=CC=CC=C3C(C12)COC(=O)N[C@H](C(=O)N1C(O[C@@H]([C@H]1C(=O)O)C)(C)C)CC1=CC=CC=C1